(((1-(7-ethoxybenzofuran-2-yl)ethyl)amino)methyl)cyclooctanol C(C)OC1=CC=CC=2C=C(OC21)C(C)NCC2(CCCCCCC2)O